CC1(OCCC(C1)C=O)C (2,2-dimethyl-tetrahydro-pyran-4-yl)-methanone